N-[3-Fluoro-4-[(6-methoxy-1,5-naphthyridin-4-yl)oxy]phenyl]-5-(4-fluorophenyl)-4-hydroxy-2-methylpyridine-3-carboxamide FC=1C=C(C=CC1OC1=CC=NC2=CC=C(N=C12)OC)NC(=O)C=1C(=NC=C(C1O)C1=CC=C(C=C1)F)C